1-fluoro-5-methyl-2-nitro-4-(trifluoromethoxy)benzene FC1=C(C=C(C(=C1)C)OC(F)(F)F)[N+](=O)[O-]